N1C=CC=2C1=NC=C(C2)COC([O-])=O 1H-pyrrolo[2,3-b]pyridin-5-ylmethylcarbonate